FC1=C(C(=C(C(=C1[B-](C1=C(C(=C(C(=C1F)F)F)F)F)(C1=C(C(=C(C(=C1F)F)F)F)F)C1=C(C(=C(C(=C1F)F)F)F)F)F)F)F)F.C[NH+](C1=CC=CC=C1)C N,N-dimethylanilinium [tetrakis(pentafluorophenyl)borate]